1-palmitoyl-2-docosahexaenoyl-sn-glycero-3-phosphocholine CCCCCCCCCCCCCCCC(=O)OC[C@H](COP(=O)([O-])OCC[N+](C)(C)C)OC(=O)CC/C=C\C/C=C\C/C=C\C/C=C\C/C=C\C/C=C\CC